vinyldimethoxy-oleyloxysilane C(=C)[Si](OCCCCCCCC\C=C/CCCCCCCC)(OC)OC